tert-butyl 7-((4-fluoro-2-(trifluoromethyl)phenyl)amino)-2-azaspiro[4.4]nonane-2-carboxylate FC1=CC(=C(C=C1)NC1CC2(CCN(C2)C(=O)OC(C)(C)C)CC1)C(F)(F)F